1,3-Diethyl 2-nitropropanedioate [N+](=O)([O-])C(C(=O)OCC)C(=O)OCC